ClC=1C=CC(=NC1)N1C(=CC2=CC=C(C=C12)F)C(=O)NCCOC N1-(5-chloropyridin-2-yl)-6-fluoro-N-(2-methoxyethyl)-1H-indole-2-carboxamide